C(C)(C)(C)OC(=O)N1C[C@@H](N(CC1)C(CCC1=NC2=CC=CC=C2C(N1)=O)=O)C (3S)-3-methyl-4-[3-(4-oxo-3H-quinazolin-2-yl)propanoyl]Piperazine-1-carboxylic acid tert-butyl ester